C(C)C=1C(=CC=C2C=C(C=C(C12)C1=C(C=2N=C(N=C(C2C=N1)N1CCS(CCC1)(=O)=O)OC[C@]12CCCN2C[C@@H](C1)F)F)O)F 4-(7-(8-Ethyl-7-fluoro-3-hydroxynaphthalen-1-yl)-8-fluoro-2-(((2R,7aS)-2-fluorotetrahydro-1H-pyrrolizin-7a(5H)-yl)methoxy)pyrido[4,3-d]pyrimidin-4-yl)-1,4-thiazepane 1,1-dioxide